Br.Br.FC1=CC=C(C=C1)C1(CCOC2(CCCC2)C1)CCNCC1=C(C=CC=C1)C1=CC=NC=C1 2-(9-(4-fluorophenyl)-6-oxaspiro[4.5]Decan-9-yl)-N-(2-(pyridin-4-yl)benzyl)ethylamine dihydrobromide